NC1CCC2=C(NC1=O)N=CC(=C2)/C=C/C(=O)N(CC2=C(OC1=C2C=CC=C1)C)C (E)-3-(7-amino-8-oxo-6,7,8,9-tetrahydro-5H-pyrido[2,3-b]azepin-3-yl)-N-methyl-N-((2-methylbenzofuran-3-yl)methyl)acrylamide